1-[(6S)-2-chloro-6-ethyl-5,6,7,9-tetrahydro-8H-pyrido[2,3-c]azepin-8-yl]-2,2,2-trifluoroeThanon ClC=1C=CC2=C(CN(C[C@H](C2)CC)C(C(F)(F)F)=O)N1